2-(6-(6-((6-methoxypyridin-3-yl)methyl)-3,6-diazabicyclo[3.1.1]heptan-3-yl)pyridin-3-yl)-N-(5-methyl-1H-pyrazol-3-yl)furo[3,2-d]pyrimidin-4-amine COC1=CC=C(C=N1)CN1C2CN(CC1C2)C2=CC=C(C=N2)C=2N=C(C1=C(N2)C=CO1)NC1=NNC(=C1)C